trimercapto-S-triazine SC1=NC(=NC(=N1)S)S